CC(C=O)(C)N1CCOCC1 2-methyl-2-morpholinopropan-1-one